ClC1=CC=C(C(=N1)C(=O)NS(=O)(=O)C)N[C@H](C)C=1C=C(C=C2C(N(C(=NC12)N1CCC(CC1)C1=NN(C=C1)C)C1CC1)=O)C (R)-6-chloro-3-((1-(3-cyclopropyl-6-methyl-2-(4-(1-methyl-1H-pyrazol-3-yl)piperidin-1-yl)-4-oxo-3,4-dihydroquinazolin-8-yl)ethyl)amino)-N-(methylsulfonyl)picolinamide